tolylserine ethyl ester C(C)OC([C@@H](NC1=C(C=CC=C1)C)CO)=O